FC(C1=CC=C(C=C1)NC1=C2N(N=C1C(=O)OCC)CCC2)(F)F ethyl 3-((4-(trifluoromethyl)phenyl)amino)-5,6-dihydro-4H-pyrrolo[1,2-b]pyrazole-2-carboxylate